COC1=C(C=C(C=C1)C1=NC(=CC(=C1)C=1CB(OC1)O)C)OCCC 4-(2-(4-methoxy-3-propoxyphenyl)-6-methylpyridin-4-yl)-1,2-oxaborol-2-ol